(R)-1-(6-((2-amino-3-chloropyridin-4-yl)thio)pyrido[2,3-b]pyrazin-2-yl)-1',3'-dihydrospiro[azetidine-3,2'-indene]-1'-amine NC1=NC=CC(=C1Cl)SC=1C=CC=2C(=NC=C(N2)N2CC3([C@@H](C4=CC=CC=C4C3)N)C2)N1